C(C)C(C(CO)CCCC)O ethyl-2-butyl-1,3-propanediol